5-amino-2-methyl-pyrazole-3-carboxylic acid propyl ester C(CC)OC(=O)C=1N(N=C(C1)N)C